C(C1=CC=CC=C1)C1CC(=NO1)CNC(=O)C1(CC1)C1=CC=CC=C1 5-benzyl-3-((1-phenylcyclopropane-1-carboxamido)methyl)-4,5-dihydroisoxazole